C(C1=CC=CC=C1)N1N=CC2=C1NC(C(=C2)Br)=O 1-Benzyl-5-bromo-1,7-dihydro-6H-pyrazolo[3,4-b]pyridin-6-one